6-tert-Butyl-2-(2,4-dimethylphenoxy)-N-[(2-oxo-1H-pyridin-3-yl)sulfonyl]pyridin-3-carboxamid C(C)(C)(C)C1=CC=C(C(=N1)OC1=C(C=C(C=C1)C)C)C(=O)NS(=O)(=O)C=1C(NC=CC1)=O